C(C1=CC=CC=C1)OCCOCCCNC1=C(C(=CC=C1)C)[N+](=O)[O-] N-{3-[2-(benzyloxy)ethoxy]propyl}-3-methyl-2-nitroaniline